C(C)(C)(C)OC(=O)N1C[C@H](OCC1)C=O t-butyl-(S)-2-formylmorpholine-4-carboxylate